ClC1=NC=CC=2[C@]3(CCC4(OCCO4)C12)N(C(OC3)=O)C3=NC=C(C=C3OC(F)F)C(F)(F)F (s)-1'-chloro-3-(3-(difluoromethoxy)-5-(trifluoromethyl)pyridin-2-yl)-6',7'-dihydrodispiro[oxazolidine-4,5'-isoquinoline-8',2''-[1,3]dioxolan]-2-one